[(2S)-4-[3-amino-6-(2-hydroxyphenyl)pyridazin-4-yl]-2-methyl-piperazin-1-yl]-[(2S)-tetrahydrofuran-2-yl]methanone NC=1N=NC(=CC1N1C[C@@H](N(CC1)C(=O)[C@H]1OCCC1)C)C1=C(C=CC=C1)O